tert-butyl 3-(2-tert-butylsulfonyl-5-oxo-7,8-dihydropyrido[4,3-d]pyrimidin-6(5H)-yl)propanoate C(C)(C)(C)S(=O)(=O)C=1N=CC2=C(N1)CCN(C2=O)CCC(=O)OC(C)(C)C